N-{(5S)-8-Chloro-1-[trans-4-(pyridin-2-yloxy)cyclohexyl]-5,6-dihydro-4H-[1,2,4]triazolo[4,3-a][1]benzazepin-5-yl}-2-methylpropanamid ClC=1C=CC2=C(C[C@@H](CC=3N2C(=NN3)[C@@H]3CC[C@H](CC3)OC3=NC=CC=C3)NC(C(C)C)=O)C1